ClC1=CN=C2C(=N1)N(C(=N2)C2=NC(=CC=C2)OCC)C2=C(C=CC=C2OC)OC 6-chloro-1-(2,6-dimethoxyphenyl)-2-(6-ethoxypyridin-2-yl)-1H-imidazo[4,5-b]pyrazine